N2-(2-(1H-1,2,4-triazol-1-yl)ethyl)-4-fluoro-N-(4-fluorobenzyl)biphenyl-2,5-diamine N1(N=CN=C1)CCN(C=1C(=CC(=C(C1)F)N)C1=CC=CC=C1)CC1=CC=C(C=C1)F